di-n-butylbis(ethoxymethyl)silane C(CCC)[Si](COCC)(COCC)CCCC